FC(C1=CC(=NC=C1)N1C[C@H](CC1)CN1[C@@H]([C@H]([C@@H]([C@H](C1)OCC1=CC=CC=C1)OCC1=CC=CC=C1)OCC1=CC=CC=C1)C)(F)F 4-(trifluoromethyl)-2-((R)-3-(((2R,3R,4R,5S)-3,4,5-tris(benzyloxy)-2-methylpiperidin-1-yl)methyl)pyrrolidin-1-yl)pyridine